BrC1=CC=CC=2C3=C(OC21)C=CC=C3 6-bromodibenzo[B,d]furan